(S)-5-(2-fluoro-6-methylphenyl)-3-(4-(hexahydropyrazino[2,1-c][1,4]oxazin-8(1H)-yl)phenyl)-1H-pyrazolo[4,3-c]pyridazin-6(5H)-one FC1=C(C(=CC=C1)C)N1N=C2C(=CC1=O)NN=C2C2=CC=C(C=C2)N2C[C@H]1COCCN1CC2